1-isopropyl-3-(1-(tetrahydro-2H-pyran-2-yl)-3-(trifluoromethyl)-1H-pyrazol-5-yl)-1H-pyrazolo[3,4-d]pyrimidin-4-amine C(C)(C)N1N=C(C=2C1=NC=NC2N)C2=CC(=NN2C2OCCCC2)C(F)(F)F